N-(2-bromo-3-(2-(tert-butyl)-5H-benzo[b]carbazol-5-yl)phenyl)-N-(4-(tert-butyl)phenyl)naphthalen-1-amine BrC1=C(C=CC=C1N1C2=CC=C(C=C2C=2C=C3C(=CC12)C=CC=C3)C(C)(C)C)N(C3=CC=CC1=CC=CC=C31)C3=CC=C(C=C3)C(C)(C)C